NC1=CC=C(C=N1)C1=C(C(=C(C=C1)SC1CCN(CC1)C(=O)OC(C)(C)C)S(N(CC1=CC=C(C=C1)OC)CC1=CC=C(C=C1)OC)(=O)=O)C=1N=NN(N1)CC1=CC=C(C=C1)OC tert-Butyl 4-((4-(6-aminopyridin-3-yl)-2-(N,N-bis(4-methoxybenzyl)sulfamoyl)-3-(2-(4-methoxybenzyl)-2H-tetrazol-5-yl)phenyl)thio)piperidine-1-carboxylate